FC=1C(=NC=C(C1)C)C1CCNCC1 3-fluoro-5-methyl-2-(piperidin-4-yl)pyridine